C(C)P(O)(=O)CCO ethyl-hydroxyethyl-phosphinic acid